(2-(2-methoxy-ethyl-oxy)-5-((4-(4-fluoro-1-isopropyl-2-methyl-1H-benzo[d]imidazol-6-yl)pyrimidin-2-yl)amino)-4-methoxyphenyl)acrylamide COCCOC1=C(C=C(C(=C1)OC)NC1=NC=CC(=N1)C=1C=C(C2=C(N(C(=N2)C)C(C)C)C1)F)C(C(=O)N)=C